(3aR,5s,6aS)-2-(3,3-dimethylbutyl)-N-(6-(2,3,5-trifluorophenyl)pyridazin-3-yl)octahydrocyclopenta[c]pyrrol-5-amine CC(CCN1C[C@@H]2[C@H](C1)CC(C2)NC=2N=NC(=CC2)C2=C(C(=CC(=C2)F)F)F)(C)C